2-(2-phenyl-1,2,3,4-tetrahydroquinoline-6-yl)-1-(pyrrolidin-1-yl)ethane-1-one C1(=CC=CC=C1)C1NC2=CC=C(C=C2CC1)CC(=O)N1CCCC1